2-cyanoprop-2-yl 1-pyrroldithiocarbamate N1(C=CC=C1)NC(=S)SC(C)(C)C#N